2-(4-nitrophenyl)-5-(2,4-disulfophenyl)-2H-tetrazolium [N+](=O)([O-])C1=CC=C(C=C1)N1[NH+]=C(N=N1)C1=C(C=C(C=C1)S(=O)(=O)O)S(=O)(=O)O